(1s,2s)-N-[5-[3-(6-tert-butyl-8-fluoro-1-oxo-phthalazin-2-yl)-5-fluoro-2-(hydroxymethyl)phenyl]-1-methyl-2-oxo-3-pyridinyl]-2-fluoro-cyclopropanecarboxamide C(C)(C)(C)C=1C=C2C=NN(C(C2=C(C1)F)=O)C=1C(=C(C=C(C1)F)C=1C=C(C(N(C1)C)=O)NC(=O)[C@H]1[C@H](C1)F)CO